C(=O)(O)/C=C/C(=O)[O-].OC1=C2C(=CNC2=CC=C1)CC[NH+](CCC)C(C)C [2-(4-hydroxy-1H-indol-3-yl)ethyl](propan-2-yl)propylazanium (2E)-3-carboxyprop-2-enoate